monobutylethanol C(CCC)C(C)O